FC(S(=O)(=O)OC1=C(OC2(COC2)C1)C(=O)OCC)(F)F ethyl 7-(((trifluoromethyl) sulfonyl)oxy)-2,5-dioxaspiro[3.4]oct-6-ene-6-carboxylate